ClC1=C(C=CC=C1)C(C(=O)NC1=CC(=C(C=C1)N1N=CC(=C1)Cl)S(N)(=O)=O)(F)F 2-(2-chlorophenyl)-N-[4-(4-chloro-1H-pyrazol-1-yl)-3-sulfamoylphenyl]-2,2-difluoroacetamide